Methyl-(7,8-dichloro-4-(1H-imidazol-1-yl)quinolin-2-yl)serine CN([C@@H](CO)C(=O)O)C1=NC2=C(C(=CC=C2C(=C1)N1C=NC=C1)Cl)Cl